C1(C=CC(N1C1=CC=C(OC2=CC=C(C=C2)C(C)C2=CC=C(C=C2)OC2=CC=C(C=C2)N2C(C=CC2=O)=O)C=C1)=O)=O 1,1-bis[4-(4-maleimidophenoxy)phenyl]ethane